C(C)OC(=O)C1=CN(C2=NC(=CC(=C2C1=O)C)Cl)C1=NC(=NS1)N1N=CC=C1 7-chloro-5-methyl-4-oxo-1-[3-(1H-pyrazol-1-yl)-1,2,4-thiadiazol-5-yl]-1,4-dihydro-1,8-naphthyridine-3-carboxylic acid ethyl ester